ClC=1C=C2NC(C=3N(C2=C(C1C1=C2C=NN(C2=CC=C1)S(=O)(=O)C)C)C(=NN3)C)(C)C 7-chloro-1,4,4,9-tetramethyl-8-(1-methylsulfonyl-1H-indazol-4-yl)-5H-[1,2,4]triazolo[4,3-a]quinoxaline